1,1'-hexamethylenebis[5-(2-ethylhexyl)biguanide] C(C)C(CNC(NC(NCCCCCCNC(=N)NC(=N)NCC(CCCC)CC)=N)=N)CCCC